7-(benzyloxy)-1H,2H,3H-benzo[b]pyrrolizine-9-carboxylic acid C(C1=CC=CC=C1)OC=1C=CC2=C(C(=C3CCCN23)C(=O)O)C1